COC1=C(C(=CC=C1)OC)S(=O)(=O)NC(=O)C1=NC2=CC=CC(=C2C=C1)N1N=CC=C1 N-((2,6-dimethoxy-phenyl)-sulfonyl)-5-(1H-pyrazol-1-yl)-quinoline-2-carboxamide